ClC1=C(C2=C(C3=C(N=C(N(C3=O)CC3=CC(=NO3)C)C3=C(C=C(C=C3)F)C3CC3)S2)C=C1)O 7-chloro-2-(2-cyclopropyl-4-fluorophenyl)-8-hydroxy-3-((3-methylisoxazol-5-yl)methyl)benzo[4,5]thieno[2,3-d]pyrimidin-4(3H)-one